N-(2-fluoro-4-methyl-5-(2-(oxetan-3-ylamino)-8,9-dihydroimidazo[1',2':1,6]pyrido[2,3-d]pyrimidin-6-yl)phenyl)-6-(trifluoromethyl)picolinamide FC1=C(C=C(C(=C1)C)C1=CC2=C(N=C(N=C2)NC2COC2)N2C1=NCC2)NC(C2=NC(=CC=C2)C(F)(F)F)=O